nitrosyl-iron sulfide N(=O)[Fe]=S